(3-((2-azaspiro[3.3]heptan-2-yl)sulfonyl)phenyl)(5''-bromodispiro[cyclopropane-1,1'-cyclohexane-4',3''-indolin]-1''-yl)methanone C1N(CC12CCC2)S(=O)(=O)C=2C=C(C=CC2)C(=O)N2CC1(C3=CC(=CC=C23)Br)CCC2(CC1)CC2